Benzyl ((1R,5S,6s)-3,3-dioxido-3-thiabicyclo[3.1.0]hexan-6-yl)carbamate O=S1(C[C@H]2C([C@H]2C1)NC(OCC1=CC=CC=C1)=O)=O